[Sn].CN1CCNCC1.CN1CCNCC1 di(N-methylpiperazine) tin